BrCCS(=O)(=O)C 1-bromo-2-(methyl-sulfonyl)ethane